5-(p-tolyl)-1H-imidazole C1(=CC=C(C=C1)C1=CN=CN1)C